C(C)OC(=O)C1=NC2=CC=CC=C2N=C1NC1=C(C=CC=C1)Br 2-ethoxycarbonyl-3-(2-bromoanilino)quinoxaline